tert-butyl ((S)-1-(((5S,8S,10aR)-3-(2,2-difluoropropyl)-8-((4-fluorobenzyl)carbamoyl)-6-oxodecahydropyrrolo[1,2-a][1,5]diazocin-5-yl)amino)-1-oxopropan-2-yl)(methyl)carbamate FC(CN1CC[C@@H]2N(C([C@H](C1)NC([C@H](C)N(C(OC(C)(C)C)=O)C)=O)=O)[C@@H](CC2)C(NCC2=CC=C(C=C2)F)=O)(C)F